[Cl-].[Cl-].C1(=CC=CC=C1)P(CCP(C1=CC=CC=C1)C1=CC=CC=C1)C1=CC=CC=C1 1,2-bis(diphenylphosphino)ethan dichloride